9-((1-(2-(Trifluoromethyl)pyridin-3-yl)-1H-pyrrolo[2,3-b]pyridin-5-yl)methyl)-3-oxa-9-azaspiro[5.5]undecane FC(C1=NC=CC=C1N1C=CC=2C1=NC=C(C2)CN2CCC1(CCOCC1)CC2)(F)F